C(CSSCCN)N 2,2'-dithiodi(ethylamine)